CC12CC(N(C2C1)C(CN1C(C2=CC(=CC=C2C1)OC1=CC=CC=C1)=O)=O)C(=O)N 5-methyl-2-[2-(1-oxo-6-phenoxy-3H-isoindol-2-yl)acetyl]-2-azabicyclo[3.1.0]hexane-3-carboxamide